FC1=C(C(=C(C=C1C1=NC2=C(N1C1(COC1)C)C=C(C=C2)C=2OC=CN2)OC)O)O 3-fluoro-6-methoxy-4-(1-(3-methyloxetan-3-yl)-6-(oxazol-2-yl)-1H-benzo[d]imidazol-2-yl)benzene-1,2-diol